Phenyl ((S)-1-((2S,4R)-4-hydroxy-2-(((S)-1-(4-(4-methylthiazol-5-yl)phenyl)ethyl)carbamoyl)pyrrolidin-1-yl)-3,3-dimethyl-1-oxobutan-2-yl)carbamate O[C@@H]1C[C@H](N(C1)C([C@H](C(C)(C)C)NC(OC1=CC=CC=C1)=O)=O)C(N[C@@H](C)C1=CC=C(C=C1)C1=C(N=CS1)C)=O